C(C1=CC=CC=C1)[C@@H]1[C@@H]([C@H](OC1)C1=CC(=C(C=C1)OC)OC)COC(C(=CC)C)=O ((2S,3R,4R)-4-benzyl-2-(3,4-dimethoxyphenyl)tetrahydrofuran-3-yl)methyl-2-methylbut-2-enoate